5-amino-6-(2-(tert-butoxy)ethoxy)chroman-4-one NC1=C2C(CCOC2=CC=C1OCCOC(C)(C)C)=O